C(C)(C)(C)OC(=O)N1CC2(CC1)CCN(CC2)C=2C1=C(N=C(N2)C2=CC=NC=C2)C=NC=C1F 8-(5-fluoro-2-(pyridin-4-yl)pyrido[3,4-d]pyrimidin-4-yl)-2,8-diazaspiro[4.5]decane-2-carboxylic acid tert-butyl ester